(+)-mannopyranose OC1[C@@H](O)[C@@H](O)[C@H](O)[C@H](O1)CO